(S)-3-(5-(4-((1-(4-((1R,2R)-2-benzyl-6-hydroxy-1,2,3,4-tetrahydronaphthalene-1-yl)phenyl)piperidin-4-yl)methyl)piperazin-1-yl)-1-oxoisoindolin-2-yl)piperidine-2,6-dione C(C1=CC=CC=C1)[C@@H]1[C@@H](C2=CC=C(C=C2CC1)O)C1=CC=C(C=C1)N1CCC(CC1)CN1CCN(CC1)C=1C=C2CN(C(C2=CC1)=O)[C@@H]1C(NC(CC1)=O)=O